pyrrolidine-1,2-dicarboxylic acid 1-tert-butyl 2-ethyl ester CCOC(=O)C1N(CCC1)C(=O)OC(C)(C)C